3-chloro-5-(((2-methoxyethyl)(methyl)amino)methyl)-4-methylaniline ClC=1C=C(N)C=C(C1C)CN(C)CCOC